O=C1CCC(CC1)N1CCN(CC1)C1=CC=C(C=C1)C1C(NC(CC1)=O)=O 3-[4-[4-(4-oxocyclohexyl)piperazin-1-yl]phenyl]piperidine-2,6-dione